(2S)-2-amino-3,3-dicyclopropyl-N-[1-[1-(3-methoxypyridazin-4-yl)ethyl]pyrazol-4-yl]propanamide N[C@H](C(=O)NC=1C=NN(C1)C(C)C1=C(N=NC=C1)OC)C(C1CC1)C1CC1